3-Bromo-1-(3-chloro-2-pyridinyl)-N-[4,6-dichloro-3-fluoro-2-[(methylamino)carbonyl]phenyl]-1H-Pyrazol-5-carboxamid BrC1=NN(C(=C1)C(=O)NC1=C(C(=C(C=C1Cl)Cl)F)C(=O)NC)C1=NC=CC=C1Cl